O1N=CC=C1CC(=O)NC1=NNC(=C1)[C@H]1C[C@H](CC1)CC(C)NC([O-])=O (1S,3R)-3-{3-[(1,2-oxazol-5-ylacetyl)amino]-1H-pyrazol-5-yl}cyclopentylpropan-2-ylcarbamate